(S)-5-Amino-4-(4-(((S)-5-(4-(4-cyano-2-fluorophenyl)piperazin-1-yl)-5,6,7,8-Tetrahydronaphthalen-2-yl)methoxy)-1-oxoisoindolin-2-yl)-5-oxopentanoic acid tert-butyl ester C(C)(C)(C)OC(CC[C@@H](C(=O)N)N1C(C2=CC=CC(=C2C1)OCC1=CC=2CCC[C@@H](C2C=C1)N1CCN(CC1)C1=C(C=C(C=C1)C#N)F)=O)=O